FC(CC=C)C=1C=CC(=NC1)C(F)(F)F 5-(1-Fluorobut-3-en-1-yl)-2-(trifluoromethyl)pyridine